5-(vinyloxy)methyl-1,3-oxathiolan-2-one C(=C)OCC1CSC(O1)=O